(4S)-spiro[4,6-dihydro-cyclopenta[d]thiazole-5,4'-piperidin]-4-amine hydrochloride Cl.N1CCC2(CC1)CC1=C(N=CS1)[C@H]2N